((1R,3R)-3-((tert-butoxycarbonyl)amino)cyclobutyl)methyl methanesulfonate CS(=O)(=O)OCC1CC(C1)NC(=O)OC(C)(C)C